(S)-2-amino-N-((3S,4R)-1-(imidazo[1,5-a]pyridine-8-carbonyl)-4-isobutylpiperidin-3-yl)-3,3-dimethylbutanamide N[C@H](C(=O)N[C@@H]1CN(CC[C@H]1CC(C)C)C(=O)C=1C=2N(C=CC1)C=NC2)C(C)(C)C